tert-Butyl (3-cyano-4-(3-(6-(dimethylamino)-4-azaspiro[2.4]heptan-4-yl)-5-fluoro-7,9-dihydrofuro[3,4-f]quinazolin-6-yl)-7-fluorothieno[3,2-c]pyridin-2-yl)carbamate C(#N)C1=C(SC2=C1C(=NC=C2F)C=2C1=C(C=3C=NC(=NC3C2F)N2C3(CC3)CC(C2)N(C)C)COC1)NC(OC(C)(C)C)=O